methyl N-(2-((5-chloro-2-(4-chloro-1H-1,2,3-triazol-1-yl)phenyl)amino)-2-oxoethyl)-O-methylhomoserinate ClC=1C=CC(=C(C1)NC(CN[C@@H](CCOC)C(=O)OC)=O)N1N=NC(=C1)Cl